CN1C(=N\C(\C1=O)=C/C1=CC2=C(N=CN2C)C=C1)N[C@@H]1COCCC1 (5Z)-3-Methyl-5-[(3-methylbenzimidazol-5-yl)methylene]-2-[[(3S)-tetrahydropyran-3-yl]amino]imidazol-4-one